BrC1=NC=C(C=C1)C=C(C)C 2-bromo-5-(2-methylprop-1-en-1-yl)pyridine